7-(3,4-dimethoxyphenyl)-N-(4-(morpholine-4-carbonyl)phenyl)pyrazolo[1,5-a]pyrimidine-2-carboxamide COC=1C=C(C=CC1OC)C1=CC=NC=2N1N=C(C2)C(=O)NC2=CC=C(C=C2)C(=O)N2CCOCC2